Tert-butyl 3-oxoazetidine-1-carboxylate O=C1CN(C1)C(=O)OC(C)(C)C